tert-butyl (1R,2S,5S)-2-{[(2S)-1-(cyclopropylcarbamoyl)-1-hydroxy-3-[(3S)-2-oxopiperidin-3-yl]propan-2-yl]carbamoyl}-6,6-dimethyl-3-azabicyclo[3.1.0]hexane-3-carboxylate C1(CC1)NC(=O)C([C@H](C[C@H]1C(NCCC1)=O)NC(=O)[C@@H]1[C@H]2C([C@H]2CN1C(=O)OC(C)(C)C)(C)C)O